CC1=C(C(=CC(=C1)[N+](=O)[O-])F)N1CCN(CC1)C 1-(2-methyl-4-nitro-6-fluorophenyl)-4-methylpiperazine